(pyrimidin-4-yl)piperidine-3,5-diol N1=CN=C(C=C1)N1CC(CC(C1)O)O